2,N-dimethylbenzylamine CC1=C(CNC)C=CC=C1